(1S,2S)-2-fluoro-N-[3-(6-methoxy-1H-1,3-benzodiazol-5-yl)-1H-pyrrolo[2,3-b]pyridin-6-yl]cyclopropane-1-carboxamide F[C@@H]1[C@@H](C1)C(=O)NC1=CC=C2C(=N1)NC=C2C2=CC1=C(NC=N1)C=C2OC